[6-bromo-1-(2-methoxyethyl)benzimidazol-2-yl]-[4-[6-[(4-chloro-2-fluoro-phenyl)methoxy]-2-pyridyl]-1-piperidyl]methanone BrC=1C=CC2=C(N(C(=N2)C(=O)N2CCC(CC2)C2=NC(=CC=C2)OCC2=C(C=C(C=C2)Cl)F)CCOC)C1